The molecule is an N-acylphosphatidylethanolamine in which the N-acyl group is specified as myristoyl (tetradecanoyl) while the phosphatidyl acyl groups are both specified as oleoyl (9Z-octadecenoyl). It derives from an oleic acid and a tetradecanoic acid. It is a conjugate acid of a N-myristoyl-1,2-dioleoyl-sn-glycero-3-phosphoethanolamine(1-). CCCCCCCCCCCCCC(=O)NCCOP(=O)(O)OC[C@@H](COC(=O)CCCCCCC/C=C\\CCCCCCCC)OC(=O)CCCCCCC/C=C\\CCCCCCCC